5-tertiary butyl-4-hydroxybenzene C(C)(C)(C)C=1C(=CC=CC1)O